(R)-8-((S)-5H-Imidazo[5,1-a]isoindol-5-yl)-5,6,7,8-tetrahydroisochinolin-8-ol C=1N=CN2C1C1=CC=CC=C1[C@H]2[C@]2(CCCC=1C=CN=CC21)O